4-((2-(1-methyl-1H-pyrazol-4-yl)pyridine-4-yl)oxy)aniline CN1N=CC(=C1)C1=NC=CC(=C1)OC1=CC=C(N)C=C1